2-(3-chloro-4-(6-(1-methylcyclopropoxy)-9-((4-methylpyridin-2-yl)methyl)-9H-purin-8-yl)phenoxy)-N-(2,2,2-trifluoroethyl)acetamide ClC=1C=C(OCC(=O)NCC(F)(F)F)C=CC1C=1N(C2=NC=NC(=C2N1)OC1(CC1)C)CC1=NC=CC(=C1)C